2-[2-[4-fluoro-2-(2-methoxyethoxy)phenyl]-5-(1-methylpyrazol-4-yl)-3-pyridinyl]-4,5,6,7-tetrahydropyrazolo[1,5-a]pyrazine FC1=CC(=C(C=C1)C1=NC=C(C=C1C1=NN2C(CNCC2)=C1)C=1C=NN(C1)C)OCCOC